BrC1=CC(=C(C(=C1)C)NC([C@](C(C)(C)C)(C)O)=O)C |r| racemic-N-(4-bromo-2,6-dimethyl-phenyl)-2-hydroxy-2,3,3-trimethyl-butanamide